COC=1N=C2C(=CC=NC2=CC1OC)OC1=CC=C(C=C1)NC(=O)C1=NNC(=C(C1=O)C1=CC=C(C=C1)F)C N-[4-[(6,7-Dimethoxy-1,5-naphthyridin-4-yl)oxy]phenyl]-5-(4-fluorophenyl)-6-methyl-4-oxo-1H-pyridazine-3-carboxamide